C(CCCCCCC)N1SC=CC1 octyl-4-isothiazoline